6-(trifluoromethoxy)quinolin-4-ol FC(OC=1C=C2C(=CC=NC2=CC1)O)(F)F